CC1(OC(CC(C1)OC1=CC=C(C=N1)C1=NC2=CC(=NC=C2C=C1)CN)(C)C)C (2-(6-((2,2,6,6-tetramethyltetrahydro-2H-pyran-4-yl)oxy)pyridin-3-yl)-1,6-naphthyridin-7-yl)methanamine